ClC1=CC=C(C(=N1)C1=C(C=CC=C1)F)NC(C)C=1C=C(C=C2C(C(=C(OC12)C=1C=NC=CC1)C)=O)C 8-[1-[[6-chloro-2-(2-fluorophenyl)-3-pyridyl]amino]ethyl]-3,6-dimethyl-2-(3-pyridyl)chromen-4-one